Cl.C(=O)(O)CCP(CCC(=O)O)CCC(=O)O tris[2-carboxylethyl]phosphine hydrochloride